(S)-1-(4-cyclobutyl-3-(3,3-difluorocyclobutyl)-1-methyl-1H-pyrazol-5-yl)-3-(3,3-difluorocyclopentyl)urea C1(CCC1)C=1C(=NN(C1NC(=O)N[C@@H]1CC(CC1)(F)F)C)C1CC(C1)(F)F